ClC1=CC=CC=2C(COC(C21)C(=O)OCC)(C)C Ethyl 8-chloro-4,4-dimethyl-3,4-dihydro-1H-2-benzopyran-1-carboxylate